N(=C=O)CC1=C(C(=C(C(=C1Br)Br)CN=C=O)Br)Br 1,4-Bis(isocyanatomethyl)-2,3,5,6-tetrabromobenzol